diisopropyl-[[5-(diisopropylphosphanylmethyl)acridin-4-yl]methyl]phosphane C(C)(C)P(CC1=CC=CC2=CC3=CC=CC(=C3N=C12)CP(C(C)C)C(C)C)C(C)C